FC1=CC(=CC2=C1NC(=N2)C2=CC(=NN2C)NC(=O)C=2C=NC(=CC2)N2CCN(CC2)C)OC N-[5-(7-fluoro-5-methoxy-1H-benzimidazol-2-yl)-1-methyl-pyrazol-3-yl]-6-(4-methylpiperazin-1-yl)pyridine-3-carboxamide